C(#N)C1=C(C=CC=C1NC(=O)C=1N(C2=C(CNCC2)N1)C)C1=C(C(=CC=C1)OC)F N-(2-Cyano-2'-fluoro-3'-methoxybiphenyl-3-yl)-1-methyl-4,5,6,7-tetrahydro-1H-imidazo[4,5-c]pyridin-2-carboxamid